P(=O)(OC[C@H]1O[C@@]([C@@H]([C@@H]1O)O)(C#N)C1=CC=C2C(=NC=NN21)N)(OC[C@@H](COCCCCCCCCCCCCCCCCCC)OC=2C=NC=C(C2)C#N)O ((2R,3S,4R,5R)-5-(4-aminopyrrolo[2,1-f][1,2,4]triazin-7-yl)-5-cyano-3,4-dihydroxytetrahydrofuran-2-yl)methyl ((R)-2-((5-cyanopyridin-3-yl)oxy)-3-(octadecyloxy)propyl) hydrogen phosphate